CC(C)CCCCC(=O)C1[C@@H](COC1=O)CO The molecule is a butan-4-olide that is gamma-butyrolactone with an isocapryloyl substituent at position 2 and a hydroxymethyl substituent at position 3 (the 3R-stereoisomer). It has a role as a metabolite. It is a butan-4-olide and a primary alcohol. It derives from a gamma-butyrolactone.